C1(CCCC1)S(=O)(=O)C(=[N+]=[N-])S(=O)(=O)C1=CC(=CC=C1)OC(F)(F)F cyclopentylsulfonyl-(3-trifluoromethoxyphenylsulfonyl)diazomethane